4-[(6S)-6-amino-4-fluoro-5,6,7,8-tetrahydroquinolin-2-yl]piperazine-1-carboxylic acid tert-butyl ester C(C)(C)(C)OC(=O)N1CCN(CC1)C1=NC=2CC[C@@H](CC2C(=C1)F)N